COC(=O)C1(C(CC1C1=CC=C(C=C1)O)C1=CC=C(C=C1)O)C(=O)O 2,4-bis(4-hydroxyphenyl)cyclobutanedicarboxylic acid methyl ester